O([Si](C)(C)C(C)(C)C)C[C@@H]1CC(CC1)=O (S)-3-((tert-butyldimethylsiloxy)methyl)cyclopentanone